tert-butyl (2R,3R)-3-[[7-bromo-8-fluoro-2-[[(2S,4R)-4-methoxy-1-methyl-pyrrolidin-2-yl]methoxy]-6-(trifluoromethyl)quinazolin-4-yl]-ethyl-amino]-2-methyl-pyrrolidine-1-carboxylate BrC1=C(C=C2C(=NC(=NC2=C1F)OC[C@H]1N(C[C@@H](C1)OC)C)N([C@H]1[C@H](N(CC1)C(=O)OC(C)(C)C)C)CC)C(F)(F)F